O[C@@H]1C[C@@H](COC1)NC=1N(C(C2=CN=CC(=C2C1)C1=CC=C(C=C1)C(F)(F)F)=O)C (((3S,5R)-5-hydroxytetrahydro-2H-pyran-3-yl)amino)-2-methyl-5-(4-(trifluoromethyl)phenyl)-2,7-naphthyridin-1(2H)-one